NCCNCCCCS(=O)(=O)O 4-(2-aminoethylamino)butanesulfonic acid